tert-butyl (3R)-3-[6-(hydroxyl methyl)-2-[(4-nitrothiophene-2-carbonyl)amino]benzimidazol-1-yl]azepane-1-carboxylate OCC=1C=CC2=C(N(C(=N2)NC(=O)C=2SC=C(C2)[N+](=O)[O-])[C@H]2CN(CCCC2)C(=O)OC(C)(C)C)C1